4-[6-chloro-3-[1-(2-isopropyl-3,6-dimethyl-4-oxo-chromen-8-yl)ethylamino]-2-pyridyl]-3-fluoro-2-hydroxy-benzaldehyde ClC1=CC=C(C(=N1)C1=C(C(=C(C=O)C=C1)O)F)NC(C)C=1C=C(C=C2C(C(=C(OC12)C(C)C)C)=O)C